N[C@@H](C)C(=O)N1[C@@H](C[C@@H](O)C1)C(=O)C(C(C(=O)O)(N)N)C alanyl-hydroxyprolyl-diaminobutyric acid